2-fluoro-4-(1-methyltriazol-4-yl)benzoyl chloride FC1=C(C(=O)Cl)C=CC(=C1)C=1N=NN(C1)C